CN1C(CN(CC1)C1=CC=C(C#N)C=C1)C1=CC=C(C=C1)C(F)(F)F 4-(4-methyl-3-(4-(trifluoromethyl)phenyl)piperazin-1-yl)benzonitrile